ClC1=CC=C(C=C1)[C@H](C(=O)C1C(C2=CC=CC=C2C1=O)=O)C1=CC=CC=C1 |r| (RS)-2-(α-(4-Chlorophenyl)phenylacetyl)indan-1,3-dion